[V+5].S(=O)(=O)([O-])[O-].[Co+2] cobalt sulfate, vanadium salt